[8-methoxy-1-oxo-2-(2,2,2-trifluoroethyl)-3,4-dihydroisoquinolin-6-yl]boronic acid COC=1C=C(C=C2CCN(C(C12)=O)CC(F)(F)F)B(O)O